2-(4-cyclopropyl-2-methoxy-3-pyridyl)-5H-pyrrolo[3,2-d]pyrimidine C1(CC1)C1=C(C(=NC=C1)OC)C=1N=CC2=C(N1)C=CN2